p-methanesulfonyl-aminobenzaldehyde CS(=O)(=O)C1=CC(=C(C=O)C=C1)N